[Si](C)(C)(C(C)(C)C)OCCCCCCNC(=O)C1=C[C@H]([C@H]([C@@H](C1)O)O)O (3R,4S,5R)-N-(6-((tert-butyldimethylsilyl)oxy)hexyl)-3,4,5-trihydroxycyclohex-1-ene-1-carboxamide